(7S)-7-Methyl-2-[2-(2-oxo-1,2-dihydropyridin-1-yl)ethyl]-3-({[2-(pyridin-2-yl)ethyl]carbamoyl}methyl)-3H,6H,7H,8H,9H-imidazo[4,5-f]chinolin C[C@@H]1NC2=CC=C3C(=C2CC1)N=C(N3CC(NCCC3=NC=CC=C3)=O)CCN3C(C=CC=C3)=O